octylheptyl methacrylate C(C(=C)C)(=O)OC(CCCCCC)CCCCCCCC